2,4,6,8-tetra(3-methylbenzyl)-2,4,6,8-tetraazaadamantan-9-one CC=1C=C(CN2C3N(C4N(C(N(C2C4)CC4=CC(=CC=C4)C)C3=O)CC3=CC(=CC=C3)C)CC3=CC(=CC=C3)C)C=CC1